BrC1=C(C=C(C(=C1)Cl)OC)F 1-bromo-5-chloro-2-fluoro-4-methoxy-benzene